C(C)(C)(C)OC(=O)N1CCC(CC1)N1CCC(CC1)N1CC(C1)N1CCC(CC1)N1N=C(C=2C1=NC=NC2N)C2=CC=C(C=C2)OC2=CC=CC=C2 4-[4-[3-[4-[4-amino-3-(4-phenoxyphenyl)pyrazolo[3,4-d]pyrimidin-1-yl]-1-piperidinyl]azetidin-1-yl]-1-piperidinyl]piperidine-1-carboxylic acid tert-butyl ester